(2S,3S)-2-methyltetrahydrofuran-3-yl (8-amino-7-fluoro-6-(8-methyl-2,3-dihydro-1H-pyrido[2,3-b][1,4]oxazin-7-yl)isoquinolin-3-yl)carbamate NC=1C(=C(C=C2C=C(N=CC12)NC(O[C@@H]1[C@@H](OCC1)C)=O)C1=C(C2=C(OCCN2)N=C1)C)F